tert-butyl N-cyclopropyl-N-[1-[7-[2-(6-methoxy-2-methyl-indazol-5-yl)ethynyl]-2-methyl-indazol-4-yl]-4-piperidyl]carbamate C1(CC1)N(C(OC(C)(C)C)=O)C1CCN(CC1)C=1C2=CN(N=C2C(=CC1)C#CC1=CC2=CN(N=C2C=C1OC)C)C